C(CC1=C(C(=CC(=C1)CC(C)C)C(C)(C)C)O)C1=C(C(=CC(=C1)CC(C)C)C(C)(C)C)O ethylenebis(4-isobutyl-6-t-butylphenol)